chloro-3-(3,6-di-tert-butyl-9H-carbazol-9-yl)-5-(2,4,4-trimethylpentan-2-yl)biphenyl-2-ol ClC=1C(=C(C(=CC1C(C)(CC(C)(C)C)C)C1=CC=CC=C1)O)N1C2=CC=C(C=C2C=2C=C(C=CC12)C(C)(C)C)C(C)(C)C